FC1=CC(=C(C=C1)[N+](=O)[O-])Br 4-fluoro-2-bromo-1-nitrobenzene